tert-butyl (R)-(tert-butoxycarbonyl)(3-(6-(3-methylmorpholino)-1-(1-((2-(trimethylsilyl)ethoxy)methyl)-1H-pyrazol-3-yl)-1H-pyrazolo[3,4-b]pyridin-4-yl)pyridin-2-yl)carbamate C(C)(C)(C)OC(=O)N(C(OC(C)(C)C)=O)C1=NC=CC=C1C1=C2C(=NC(=C1)N1[C@@H](COCC1)C)N(N=C2)C2=NN(C=C2)COCC[Si](C)(C)C